2,5-dioxopyrrolidine-3-sulfonic acid sodium salt [Na+].O=C1NC(CC1S(=O)(=O)[O-])=O